O=S1(C2=C(OC3(CN1CC=1C=C(C=CC1C)C(C(=O)O)C)COC3)N=CC=C2)=O (3-((1',1'-dioxidospiro[oxetane-3,4'-pyrido[2,3-b][1,4,5]oxathiazepin]-2'(3'H)-yl)methyl)-4-methylphenyl)propanoic acid